C1(CCCCC1)[C@]1([C@@H](C2=CC=C(C=C2CC1)O)C1=CC=C(C=C1)N1CCC(CC1)C=O)C 1-(4-((1R,2S)-2-cyclohexyl-6-hydroxy-2-methyl-1,2,3,4-tetrahydronaphthalen-1-yl)phenyl)piperidine-4-carbaldehyde